sodium magnesium calcium iron oxide [O-2].[Fe+2].[Ca+2].[Mg+2].[Na+]